C(CC1=CC=CC=C1)C1(CCN(CC1)CCNC(C)=O)C1=NC=CC=C1 N-(2-(4-phenethyl-4-(pyridin-2-yl)piperidin-1-yl)ethyl)acetamide